4-(((5-formylpyridin-2-yl)thio)piperidin-1-yl)benzonitrile C(=O)C=1C=CC(=NC1)SC1N(CCCC1)C1=CC=C(C#N)C=C1